CO[Si](CCCN1C(N(C(N(C1=O)CCC[Si](OC)(OC)OC)=O)CCC[Si](OC)(OC)OC)=O)(OC)OC 1,3,5-tris[3-(trimethoxysilyl)propyl]-1,3,5-triazine-2,4,6-trione